[C@@H]12OC[C@@H](N(C1)C1CCN(CC1)S(=O)(=O)C1=CC(=C(C=C1)NC1=CC(=C3C(=N1)NC=C3C(F)(F)F)C3CC3)OC)C2 N-(4-((4-((1S,4S)-2-oxa-5-azabicyclo[2.2.1]heptan-5-yl)piperidin-1-yl)sulfonyl)-2-methoxyphenyl)-4-cyclopropyl-3-(trifluoromethyl)-1H-pyrrolo[2,3-b]pyridin-6-amine